butyl 2-(hydroxymethyl)pyrrolidine-1-carboxylate OCC1N(CCC1)C(=O)OCCCC